NCCN1C(C(N(CC1)C(=O)NC(C(=O)N[C@@H]1B(OC2=C(C1)C=CC=C2C(=O)O)O)C2=C(C=C(C=C2)C(=O)O)O)=O)=O (3R)-3-(2-(4-(2-aminoethyl)-2,3-dioxopiperazine-1-carboxamido)-2-(4-carboxy-2-hydroxyphenyl)acetamido)-2-hydroxy-3,4-dihydro-2H-benzo[e][1,2]oxaborinine-8-carboxylic acid